NC(CCC)O Amino-Butanol